d-3-[(3-chloro-2-methoxyphenyl)amino]-7-(2-oxopropyl)-2-(pyridin-4-yl)-5H,6H,7H-pyrazolo[1,5-a]pyrazin-4-one ClC=1C(=C(C=CC1)NC=1C(=NN2C1C(NCC2CC(C)=O)=O)C2=CC=NC=C2)OC